FC1=C(C(=CC=2NC(=NC21)OC=2C=CC(=C(C(=O)OC)C2)C)F)C2=CC=C(C=C2)C2=CC=C(C=C2)CN2CCN(CC2)CCOCCO methyl 5-((4,6-difluoro-5-(4'-((4-(2-(2-hydroxyethoxy)ethyl)piperazin-1-yl)methyl)-[1,1'-biphenyl]-4-yl)-1H-benzo[d]imidazol-2-yl)oxy)-2-methylbenzoate